diphenyltriazinyl[(dimethyl-fluorenyl)dibenzofuranyl]biphenyl C1(=CC=CC=C1)C=1C(=C(C(=C(C1)C1=CC=CC=C1)C1=C(C=CC=2OC3=C(C21)C=CC=C3)C3=C(C(=CC=2C1=CC=CC=C1CC32)C)C)C3=NN=NC=C3)C3=CC=CC=C3